OC1=C(C(/C=C/C2=CC(=C(C=C2)OC)OC)=O)C=CC(=C1)O 2',4'-dihydroxy-3,4-dimethoxy-chalcone